6-(4-amino-2,6-dichloro-phenoxy)-4-isopropyl-2H-pyridazin-3-one NC1=CC(=C(OC=2C=C(C(NN2)=O)C(C)C)C(=C1)Cl)Cl